7-fluoronaphthalene-1,3-diol FC1=CC=C2C=C(C=C(C2=C1)O)O